CN(C=1SC=C(N1)C)C N,N,4-trimethylthiazol-2-amine